N1=C(C=CC=C1)CCS(=O)(=O)O 2-(2-pyridinyl)ethanesulfonic acid